5-(3-((4-((1r,4r)-4-(4-amino-3-(4-phenoxyphenyl)-1H-pyrazolo[3,4-d]pyrimidin-1-yl)cyclohexyl)piperazin-1-yl)methyl)pyrrolidin-1-yl)-2-(2,6-dioxopiperidin-3-yl)isoindoline-1,3-dione NC1=C2C(=NC=N1)N(N=C2C2=CC=C(C=C2)OC2=CC=CC=C2)C2CCC(CC2)N2CCN(CC2)CC2CN(CC2)C=2C=C1C(N(C(C1=CC2)=O)C2C(NC(CC2)=O)=O)=O